1,3-dimethylthymine CN1C(=O)N(C(=O)C(C)=C1)C